O1COCCCCCC1 1,3-dioxonane